C(C=CC)[Pd]Cl crotyl-palladium chloride